benzyl [(1R,2R,5S)-5-azido-2-(cyanomethyl)cyclohexyl]carbamate N(=[N+]=[N-])[C@H]1CC[C@@H]([C@@H](C1)NC(OCC1=CC=CC=C1)=O)CC#N